2-benzyl-6-(3-methoxyphenyl)isoquinolin-1(2H)-one C(C1=CC=CC=C1)N1C(C2=CC=C(C=C2C=C1)C1=CC(=CC=C1)OC)=O